ClC=1C=C(C=CC1F)C(N[S@@](=O)C(C)(C)C)C1=CC=C(C=C1)C(F)(F)F (S)-N-((3-chloro-4-fluorophenyl)(4-(trifluoromethyl)phenyl)methyl)-2-methylpropane-2-sulfinamide